C(C)(C)(C)NC(=O)C=1C=C(C2=C([C@@H](CO2)C2=CC=CC=C2)C1)C(=O)NC (S)-N5-(tert-Butyl)-N7-methyl-3-phenyl-2,3-dihydrobenzofuran-5,7-dicarboxamid